C[C@@H]1N(C2=CC=CC=C2[C@@H](C1)NC1CCC(CC1)C(=O)N)C(CC)=O |o1:1,9| (1R,4r)-4-(((2S*,4R*)-2-methyl-1-propionyl-1,2,3,4-tetrahydroquinolin-4-yl)amino)cyclohexane-1-carboxamide